CC1=C(C=C(C=C1)CC1CCCCC1)CC1CCCCC1 (4-methyl-1,3-phenylene)bis(methylene)dicyclohexane